1-tert-butyl 2-methyl (2R,5S)-5-hydroxy-5-(3,3,3-trifluoropropyl)-pyrrolidine-1,2-dicarboxylate O[C@@]1(CC[C@@H](N1C(=O)OC(C)(C)C)C(=O)OC)CCC(F)(F)F